1,4-bis(diphenoxyphosphoryl)piperazine O(C1=CC=CC=C1)P(=O)(OC1=CC=CC=C1)N1CCN(CC1)P(=O)(OC1=CC=CC=C1)OC1=CC=CC=C1